ClC1=CC(=C(C=C1)C1(OC2=C(O1)C=CC=C2C2CCN(CC2)CC=2N(C(=CN2)C=O)C2CC(C2)O)C)F 2-((4-(2-(4-chloro-2-fluorophenyl)-2-methylbenzo[d][1,3]dioxol-4-yl)piperidin-1-yl)methyl)-1-(3-hydroxycyclobutyl)-1H-imidazole-5-carbaldehyde